methyl (rel)-(S)-4-(3-hydroxy-3-(methoxymethyl)pent-1-yn-1-yl)-3-methoxybenzoate O[C@](C#CC1=C(C=C(C(=O)OC)C=C1)OC)(CC)COC |o1:1|